5-cyclopropyl-2-[4-(2-hydroxy-2-methylpropoxy)phenyl]-7-[2-(2,2,2-trifluoroethoxy)phenyl]-1H-pyrrolo[3,4-c]pyridine-3,6(2H,5H)-dione C1(CC1)N1C=C2C(=C(C1=O)C1=C(C=CC=C1)OCC(F)(F)F)CN(C2=O)C2=CC=C(C=C2)OCC(C)(C)O